palladium picolinate N1=C(C=CC=C1)C(=O)[O-].[Pd+2].N1=C(C=CC=C1)C(=O)[O-]